ClC=1C=NOC1 4-chloroisoxazole